ClC1=NC(=NC=C1C(F)(F)F)NC1=C(C=C(C(=C1)[N+](=O)[O-])F)OC 4-chloro-N-(4-fluoro-2-methoxy-5-nitrophenyl)-5-(trifluoromethyl)pyrimidin-2-amine